2-methyl-1-(4-(methylthio)phenyl)-2-morpholinopropane CC(CC1=CC=C(C=C1)SC)(C)N1CCOCC1